Lithium 5-(7-(difluoromethyl)-7'-isopropyl-1',3'-dimethyl-2'-oxo-1',2',3,4-tetrahydro-2H-[1,5'-biquinolin]-6-yl)picolinate FC(C1=C(C=C2CCCN(C2=C1)C=1C=2C=C(C(N(C2C=C(C1)C(C)C)C)=O)C)C=1C=CC(=NC1)C(=O)[O-])F.[Li+]